N-(3-(2-(4-(2,3-dichlorophenyl)piperazin-1-yl)ethyl)cyclobutyl)-2-methyl-oxazole-4-carboxamide ClC1=C(C=CC=C1Cl)N1CCN(CC1)CCC1CC(C1)NC(=O)C=1N=C(OC1)C